2,3-dihydroxypropyltriethylammonium chloride [Cl-].OC(C[N+](CC)(CC)CC)CO